5-acetyl-4-(benzo[b]thiophen-3-yl)-2-(fluoromethyl)-6-methyl-1,4-dihydropyridine-3-carboxylic acid methyl ester COC(=O)C1=C(NC(=C(C1C=1C2=C(SC1)C=CC=C2)C(C)=O)C)CF